(S)-(5-bromo-1-((3-chloro-5-(trifluoromethyl)pyridin-2-yl)amino)-2,3-dihydro-1H-inden-1-yl)methanol BrC=1C=C2CC[C@@](C2=CC1)(NC1=NC=C(C=C1Cl)C(F)(F)F)CO